ClC=1C=C(C=2N(N1)C(=CN2)C=2C=NN(C2)C(C)C)NCC2=NC1=C(N2)C=CC=C1F 6-chloro-N-((4-fluoro-1H-benzo[d]imidazol-2-yl)methyl)-3-(1-isopropyl-1H-pyrazol-4-yl)imidazo[1,2-b]pyridazin-8-amine